3-(1-oxo-5-(4-(piperidin-4-ylmethyl)piperazin-1-yl)isoindolin-2-yl)piperidine-2,6-dione hydrochloride salt Cl.O=C1N(CC2=CC(=CC=C12)N1CCN(CC1)CC1CCNCC1)C1C(NC(CC1)=O)=O